CS(=O)(=O)OCC1(CC(C1)(F)F)C (3,3-difluoro-1-methylcyclobutyl)methyl methanesulfonate